BrC1=CC=C(C=C1)C1=NC2=C(N1C1=CC=CC=C1)C=CC=C2 2-(4-bromophenyl)-1-phenyl-benzimidazole